diphenyl-2,2'-thiodiacetate C1(=CC=CC=C1)C(C(=O)[O-])SC(C(=O)[O-])C1=CC=CC=C1